methyl-folic acid (5-methyl tetrahydrofolate) CN1C=2C(NC(=NC2NCC1CNC1=CC=C(C(N[C@@H](CCC(=O)O)C(=O)O)=O)C=C1)N)=O.CC(C(=O)O)C[C@@H](C(=O)O)NC(=O)C1=CC=C(NCC2=CN=C3N=C(N)NC(=O)C3=N2)C=C1